(S)-7-(3-(2-chlorophenyl)-1H-pyrazolo[3,4-b]pyrazin-6-yl)-7-azaspiro[3.5]nonan-1-amine ClC1=C(C=CC=C1)C1=NNC2=NC(=CN=C21)N2CCC1(CC[C@@H]1N)CC2